N=1C=CN2C1C(=CC=C2)C[C@@H](C)N (R)-1-(imidazo[1,2-a]pyridin-8-yl)propan-2-amine